ClC=1C=C(C(=C2C=CNC12)CN1C(CN(CC1)CC(F)F)C1=CC=C(C(=O)O)C=C1)OC 4-(1-((7-Chloro-5-methoxy-1H-indol-4-yl)methyl)-4-(2,2-difluoroethyl)piperazin-2-yl)benzoic acid